rel-N-(6-Amino-5-ethyl-3-pyridyl)-2-[(2R,5S)-2-[4-(4-isopropylpiperazin-1-yl)phenyl]-5-methyl-1-piperidyl]-2-oxo-acetamide NC1=C(C=C(C=N1)NC(C(=O)N1[C@H](CC[C@@H](C1)C)C1=CC=C(C=C1)N1CCN(CC1)C(C)C)=O)CC |o1:12,15|